(S)-2-(1-cyclopropyl-3-methyl-4-oxo-1,4-dihydro-5H-pyrazolo[3,4-d]pyridazin-5-yl)-N-(1-(2,3-difluorophenyl)ethyl)acetamide C1(CC1)N1N=C(C2=C1C=NN(C2=O)CC(=O)N[C@@H](C)C2=C(C(=CC=C2)F)F)C